(benzotriazole-1-oxy)tris(dimethylamino)phosphonium hexafluorophosphate F[P-](F)(F)(F)(F)F.N1(N=NC2=C1C=CC=C2)O[P+](N(C)C)(N(C)C)N(C)C